CC1=C(N2N(C(C(=C2C)C)=O)C1=O)CP(OC)(OC)=O dimethyl ((2,5,6-trimethyl-1,7-dioxo-1H,7H-pyrazolo[1,2-a]pyrazol-3-yl)methyl)phosphonate